N-(2-fluorobenzoyl)-O-(trans-3-(2-(5,6,7,8-tetrahydro-1,8-naphthyridin-2-yl)ethyl)cyclobutyl)homoserine FC1=C(C(=O)N[C@@H](CCO[C@@H]2C[C@H](C2)CCC2=NC=3NCCCC3C=C2)C(=O)O)C=CC=C1